(E)-N-benzyl-3-(3,4,5-trimethoxyphenyl)acrylamide C(C1=CC=CC=C1)NC(\C=C\C1=CC(=C(C(=C1)OC)OC)OC)=O